FC(C(=O)O)(F)F.N1C[C@H](OCC1)COC=1C=CC=2N(C1)N=CC2C#N 6-(((S)-morpholin-2-yl)methoxy)pyrazolo[1,5-a]Pyridine-3-carbonitrile trifluoroacetate